O=C(NCCOCCOCCOCCC(=O)OC(C)(C)C)C1=CC(=CC(=C1)NC(CCCCNC(CCCC[C@@H]1SC[C@@H]2NC(=O)N[C@H]12)=O)=O)NC(CCCNC(CCCC[C@@H]1SC[C@@H]2NC(=O)N[C@H]12)=O)=O tert-Butyl 1-Oxo-1-(3-(4-(biotinylamino)butanamido)-5-(5-(biotinylamino)pentanamido)phenyl)-5,8,11-trioxa-2-azatetradecan-14-oate